methyl 2-pent-4-ynyloxyacetate C(CCC#C)OCC(=O)OC